2-(7-((1R,2S)-2-hydroxy-3,3-dimethylcyclobutyl)-6,7-dihydro-5H-pyrrolo[2,3-c]pyridazin-3-yl)-3-methyl-5-(trifluoromethyl)phenol O[C@@H]1[C@@H](CC1(C)C)N1CCC2=C1N=NC(=C2)C2=C(C=C(C=C2C)C(F)(F)F)O